FC(OC1=CC=C(C=C1)C1(CC1)C(=O)N1CC=2N=CN=CC2C1C(=O)N)(F)F 6-[1-[4-(trifluoromethoxy)phenyl]cyclopropanecarbonyl]-5,7-dihydropyrrolo[3,4-d]pyrimidine-5-carboxamide